COC([C@@H](CCC(CC1=CC=C(C=C1)OC)=O)NC(=O)OC(C)(C)C)=O (R)-2-((tert-Butoxycarbonyl)amino)-6-(4-methoxyphenyl)-5-oxohexanoic acid methyl ester